C1=CC(=C(C=C1N)Cl)Cl The molecule is a dichloroaniline having the two chloro-substituents at the 3- and 4-positions. It has a role as an epitope and a xenobiotic. It derives from a 1,2-dichlorobenzene.